tert-Butyl ((1-benzyl-4-methylpiperidin-4-yl)methyl)carbamate C(C1=CC=CC=C1)N1CCC(CC1)(C)CNC(OC(C)(C)C)=O